5-chloro-2-hydroxy-4-propylbenzaldehyde ClC=1C(=CC(=C(C=O)C1)O)CCC